CN[C@H](CN1C=C(C=C1)C(=O)N1CCN(CC1)C1=NC=C(C=N1)C(F)(F)F)C (S)-(1-(2-(methylamino)propyl)-1H-pyrrol-3-yl)(4-(5-(trifluoromethyl)pyrimidin-2-yl)piperazin-1-yl)methanone